N-(5-(5-(2-ethoxyethyl)-[1,2,4]triazolo[1,5-a]pyridin-2-yl)-8-(methylamino)-2,7-naphthyridin-3-yl)cyclopropanecarboxamide C(C)OCCC1=CC=CC=2N1N=C(N2)C2=C1C=C(N=CC1=C(N=C2)NC)NC(=O)C2CC2